arsenic benzyl alcohol C(C1=CC=CC=C1)O.[As]